(4-phenyl-6-(phenylamino)-1,3,5-triazin-2-ylamino)cyclohex-2-enone C1(=CC=CC=C1)C1=NC(=NC(=N1)NC1=CC=CC=C1)NC=1C(CCCC1)=O